N-(2-((2'-(5-aminopentyl)-3',5'-difluoro-[1,1'-biphenyl]-3-yl)methyl)-pyrrolidin-3-yl)ethanesulfonamide dihydrochloride Cl.Cl.NCCCCCC1=C(C=C(C=C1F)F)C1=CC(=CC=C1)CC1NCCC1NS(=O)(=O)CC